1-[[4-(aminomethyl)-5-methylfuran-2-yl](imino)oxo-lambda6-sulfanyl]-3-(1,2,3,5,6,7-hexahydro-s-indacen-4-yl)urea NCC=1C=C(OC1C)S(NC(=O)NC1=C2CCCC2=CC=2CCCC12)(=O)=N